(6-hydroxyhexyl)-2-phenyl-3-(2,2-dicyanovinyl)indole OCCCCCCC1=C2C(=C(NC2=CC=C1)C1=CC=CC=C1)C=C(C#N)C#N